2-(2-Isopropylhydrazino)pyrimidine C(C)(C)NNC1=NC=CC=N1